Acetic acid, octadecyl ester C(C)(=O)OCCCCCCCCCCCCCCCCCC